C(C)N1C[C@@H](CCC1)NC=1N=NC(=C(N1)C(F)(F)F)C1=C(C=C(C=C1)C(F)(F)F)O 2-[3-[[(3R)-1-Ethyl-3-piperidyl]amino]-5-(trifluoromethyl)-1,2,4-triazin-6-yl]-5-(trifluoromethyl)phenol